(4,5-dimethoxypyrimidinyl)benzenesulfonamide COC1=NC(=NC=C1OC)C1=C(C=CC=C1)S(=O)(=O)N